1-(3-((5-chloro-2-((2-methyl-4-(1-methylpiperidin-4-yl)phenyl)amino)pyrimidin-4-yl)amino)propyl)piperidin-2-one ClC=1C(=NC(=NC1)NC1=C(C=C(C=C1)C1CCN(CC1)C)C)NCCCN1C(CCCC1)=O